(1R,3R,4R)-2-((3-chlorophenyl)-D-leucyl)-N-((R)-1-cyano-2-((R)-2-oxopiperidin-3-yl)ethyl)-5,5-difluoro-2-azabicyclo[2.2.2]octane-3-carboxamide ClC=1C=C(C=CC1)N[C@H](CC(C)C)C(=O)N1[C@H]2CC([C@@H]([C@@H]1C(=O)N[C@H](C[C@@H]1C(NCCC1)=O)C#N)CC2)(F)F